Cl.Cl.Cl.N1C(NC(CC1)=O)=O dihydropyrimidine-2,4(1H,3H)-dione tri-hydrochloride